2,3'-bithiophene-5-carbaldehyde S1C(=CC=C1C=O)C1=CSC=C1